methyl 1-(2-(trifluoromethoxy) ethyl)-1H-pyrazole-4-carboxylate FC(OCCN1N=CC(=C1)C(=O)OC)(F)F